sodium (2S,5R)-2-((cyclopropylmethoxy) carbamoyl)-3-methyl-7-oxo-1,6-diazabicyclo[3.2.1]oct-3-en-6-yl sulfate S(=O)(=O)(ON1[C@@H]2C=C([C@H](N(C1=O)C2)C(NOCC2CC2)=O)C)[O-].[Na+]